5-(5-chloro-2-fluorophenyl)-N-[3,6-difluoro-5-(2-fluoroethoxy)pyridin-2-yl]-1H-pyrrole-3-sulfonamide ClC=1C=CC(=C(C1)C1=CC(=CN1)S(=O)(=O)NC1=NC(=C(C=C1F)OCCF)F)F